(2R)-4-[[5-cyclopropyl-3-(2,6-dichlorophenyl)-1,2-oxazol-4-yl]methyl]-2-methyl-1,2,3,6-tetrahydropyridine C1(CC1)C1=C(C(=NO1)C1=C(C=CC=C1Cl)Cl)CC=1C[C@H](NCC1)C